Methyl-(S,E)-(7-amino-1-((1-((4-(1,1-difluoro-2-methylpropyl)-1H-benzo[d]imidazol-2-yl)methyl)-2-oxo-1,2-dihydropyridin-3-yl)amino)-1,7-dioxohept-5-en-2-yl)carbamat COC(N[C@H](C(=O)NC=1C(N(C=CC1)CC1=NC2=C(N1)C=CC=C2C(C(C)C)(F)F)=O)CC\C=C\C(=O)N)=O